1,2-dilinoleyl-N,N-dimethyl-3-aminopropane C(CCCCCCC\C=C/C\C=C/CCCCC)CC(CN(C)C)CCCCCCCC\C=C/C\C=C/CCCCC